S1C=NC=C1C1=CN=CC(=N1)C1=CC(=CS1)NC(CCCC)=O N-{5-[6-(1,3-thiazole-5-yl)pyrazin-2-yl]thiophen-3-yl}pentanamide